COC1=C(C=CC(=C1)C(F)(F)F)C1=NN=C(C(N1C)=O)N[C@H]1CNC[C@@H](C1)C 3-[2-Methoxy-4-(trifluoromethyl)phenyl]-4-methyl-6-[[(3R,5R)-5-methyl-3-piperidyl]amino]-1,2,4-triazin-5-one